methyl tertiary hexyl ether C(C)(C)(CCC)OC